(3-chloro-6-fluorophenyl)boronic acid ClC=1C=C(C(=CC1)F)B(O)O